4-ethyl-4-methyl-3-oxopiperidine C(C)C1(C(CNCC1)=O)C